1,4-dihydroxyanthracene-9,10-dione OC1=CC=C(C=2C(C3=CC=CC=C3C(C12)=O)=O)O